C(C)(=O)O[C@@H]1[C@H](O[C@@H]([C@H]([C@@H]1OC(C)=O)OC(C)=O)CCP(=O)(OCC)OCC)OC1=C(C=C(C=C1)NC(NCCCCC#C)=O)C (2R,3S,4S,5R,6R)-4,5-bis(acetyloxy)-6-[2-(diethoxyphosphoryl)ethyl]-2-(4-{[(hex-5-yn-1-yl)carbamoyl]amino}-2-methylphenoxy)oxan-3-yl acetate